C1(CCC1)N1N=CC(=C1)C1=NN=C(O1)C=O (5-(1-cyclobutyl-1H-pyrazol-4-yl)-1,3,4-oxadiazol-2-yl)methanone